BrC(C(C(=O)O)(Br)Br)(Br)Br pentabromopropionic acid